C(C)(C)(C)OC(\C=C\C1=NC=CC=N1)=O (E)-3-pyrimidin-2-ylprop-2-enoic acid tert-butyl ester